1-(2-chloro-3-sulfanylphenyl)azetidin-3-ol ClC1=C(C=CC=C1S)N1CC(C1)O